COC1=NC(=CC=C1B1OC(C(O1)(C)C)(C)C)OC 2,6-dimethoxy-3-(4,4,5,5-tetramethyl-1,3,2-dioxaborolan-2-yl)pyridine